BrC1=C2C=C(C(=CC2=C(C=2C(OCC21)=O)OC)OC)OC 4-Bromo-6,7,9-trimethoxynaphtho[2,3-c]furan-1(3H)-one